N-[(3-chloro-4-fluorophenyl)-(5-methyl-4-methylsulfonyl-1H-imidazol-2-yl)methyl]-3-fluoro-4-(trifluoromethyl)pyridin-2-amine ClC=1C=C(C=CC1F)C(NC1=NC=CC(=C1F)C(F)(F)F)C=1NC(=C(N1)S(=O)(=O)C)C